C(C)(C)N1C(=NN=C1)C1=CC=CC(=N1)NC(C1=CC(C(=O)NC=2SC=NN2)=CC=C1)=O N1-(6-(4-Isopropyl-4H-1,2,4-triazol-3-yl)pyridin-2-yl)-N3-(1,3,4-thiadiazol-2-yl)isophthalamide